C1(CC1)N1CCC2(CC1)OC1=C(C2)C=C(C=C1)C1NC[C@H](CC1)C 1'-cyclopropyl-5-((5S)-5-methylpiperidin-2-yl)-3H-spiro[benzofuran-2,4'-piperidine]